FC(C(=O)O)(F)F.FC1=CC=2N(C=C1NC(=O)N1CCC=3C1=NC=CC3N3CC(N(CC3)C)(C)C)C=C(N2)C N-(7-fluoro-2-methylimidazo[1,2-a]pyridin-6-yl)-4-(3,3,4-trimethylpiperazin-1-yl)-2,3-dihydro-1H-pyrrolo[2,3-b]pyridine-1-carboxamide 2,2,2-trifluoroacetate